O1CCC(CC1)N1CC2(C[C@H]3CC[C@@H](C2)N3C(=O)OC(C)(C)C)C1 tert-butyl (1'R,5'S)-1-(tetrahydro-2H-pyran-4-yl)-8'-azaspiro[azetidine-3,3'-bicyclo[3.2.1]octane]-8'-carboxylate